(7-bromo-2-thioxo-2,3,4,5-tetrahydro-1H-1-benzazepin-4-yl)carbamic acid tert-butyl ester C(C)(C)(C)OC(NC1CC(NC2=C(C1)C=C(C=C2)Br)=S)=O